C(C)(=O)OC1C(OCC1)(C#C)CO[Si](C1=CC=CC=C1)(C1=CC=CC=C1)C(C)(C)C 2-(((tert-butyldiphenylsilyl)oxy)methyl)-2-ethynyltetrahydrofuran-3-yl acetate